3-(6-aminopyridin-3-yl)-N-((5-(5-(4-fluorobenzoyl)pyridin-2-yl)-7-(4-fluorophenyl)benzofuran-2-yl)methyl)acrylamide NC1=CC=C(C=N1)C=CC(=O)NCC=1OC2=C(C1)C=C(C=C2C2=CC=C(C=C2)F)C2=NC=C(C=C2)C(C2=CC=C(C=C2)F)=O